lithium-nickel-manganese dioxide [O-2].[O-2].[Mn+2].[Ni+2].[Li+]